2-(7-(((2-(2,6-dioxopiperidin-3-yl)-7-fluoro-1,3-dioxoisoindolin-5-yl)methyl)amino)-1-oxoisoindolin-2-yl)-2-(5-fluoro-2-hydroxyphenyl)-N-(thiazol-2-yl)acetamide O=C1NC(CCC1N1C(C2=C(C=C(C=C2C1=O)CNC=1C=CC=C2CN(C(C12)=O)C(C(=O)NC=1SC=CN1)C1=C(C=CC(=C1)F)O)F)=O)=O